ClC=1C(=NC(=NC1)N[C@@H]1CC[C@H](CC1)C(=O)NC)C1=CN(C(C=C1)=O)C1CC1 trans-(1r,4r)-4-((5-chloro-4-(1-cyclopropyl-6-oxo-1,6-dihydropyridin-3-yl)pyrimidin-2-yl)amino)-N-methylcyclohexane-1-carboxamide